CC1=CC=C(C=N1)NC(N)=O N'-(6-methyl-3-pyridinyl)urea